2-(2-((tert-Butyldiphenylsilyl)oxy)ethoxy)acetic acid [Si](C1=CC=CC=C1)(C1=CC=CC=C1)(C(C)(C)C)OCCOCC(=O)O